CC1(C(CC1)O)C 2,2-dimethyl-cyclobutanol